ClC1=C(C=CC(=C1)OC1=CC=C(C=C1)Cl)C(CN1N=CN=C1)(CC)O 2-[2-chloro-4-(4-chlorophenoxy)phenyl]-1-(1H-1,2,4-triazol-1-yl)butan-2-ol